(1S,3S)-3-((6-(5-(((5-fluoro-4-isopropyl-pyrimidin-2-yl)amino)methyl)-1-methyl-1H-1,2,3-triazol-4-yl)-2-methylpyridin-3-yl)oxy)cyclohexanecarboxylic acid FC=1C(=NC(=NC1)NCC1=C(N=NN1C)C1=CC=C(C(=N1)C)O[C@@H]1C[C@H](CCC1)C(=O)O)C(C)C